N,N-bis[beta-(3,5-di-tert-butyl-4-hydroxyphenyl)propionyl]hydrazine (±)-tert-Butyl-4-(1-ethoxy-1-oxobutan-2-yl)piperidine-1-carboxylate C(C)(C)(C)OC(=O)N1CCC(CC1)[C@H](C(=O)OCC)CC.C(C)(C)(C)C=1C=C(C=C(C1O)C(C)(C)C)CCC(=O)N(N)C(CCC1=CC(=C(C(=C1)C(C)(C)C)O)C(C)(C)C)=O |r|